N\C(=C/C#N)\C(F)(F)F (Z)-3-amino-4,4,4-trifluorobut-2-enenitrile